C(C)(C)(C)O[Mg]Cl tertiary butoxymagnesium chloride